C1(CC1)OC=1C=C(C=CC1)C1=CC(=NN1C1=C(C=CC=C1)F)CO [5-(3-cyclopropoxyphenyl)-1-(2-fluorophenyl)-1H-pyrazol-3-yl]methanol